C(N)(=N)C=1C=C(SC1)CNC(=O)[C@H]1N(CCC1)C(CNC(CCCCN(C)C)=O)=O (2S)-N-[(4-carbamimidoylthiophen-2-yl)methyl]-1-{2-[5-(dimethylamino)pentanamido]acetyl}pyrrolidine-2-carboxamide